N[C@@]1([C@H]([C@@H](O[C@@H]1CO)N1C(=O)N=C(N)C=C1)O)O 3'-aminocytidine